O1CNC(C1)C(=O)O 4-Oxazolidinecarboxylic acid